1-Ethyl-5-(4-methoxy-6-((((1r*,4r*)-4-(trifluoromethyl)cyclohexyl)methyl)amino)pyridin-3-yl)-4-methyl-N-(((1r,4r)-4-(methylsulfonyl)cyclohexyl)methyl)-1H-pyrazole-3-carboxamide C(C)N1N=C(C(=C1C=1C=NC(=CC1OC)NCC1CCC(CC1)C(F)(F)F)C)C(=O)NCC1CCC(CC1)S(=O)(=O)C